NC(CCCCC1=NNC=N1)CCC1=NNC(=N1)O 5-amino-5'-hydroxy-3,3'-heptamethylenebis(1H-1,2,4-triazole)